(isopropyl)(trimethylsilyl)aminopentachlorodisilane C(C)(C)N([Si](C)(C)C)[Si]([Si](Cl)(Cl)Cl)(Cl)Cl